C(C)(=O)NS(=O)(=O)C1=CC=C(C)C=C1 (S)-N-acetyl-p-toluenesulfonamide